N-(6-chloro-4-methylpyridazin-3-yl)-N-((2-(trimethylsilyl)ethoxy)methyl)thiazolo[5,4-b]pyridin-2-amine ClC1=CC(=C(N=N1)N(C=1SC2=NC=CC=C2N1)COCC[Si](C)(C)C)C